NC1CC(C1)N1C(NCC2=C1C1=C(N=C2)N(C(=C1C=1C=C2C=NN(C2=CC1)C(C)C)C=1C=NN(C1)C)S(=O)(=O)C1=CC=CC=C1)=O 1-((1r,3r)-3-Aminocyclobutyl)-9-(1-isopropyl-1H-indazol-5-yl)-8-(1-methyl-1H-pyrazol-4-yl)-7-(phenylsulfonyl)-1,3,4,7-tetrahydro-2H-pyrrolo[3',2':5,6]pyrido[4,3-d]pyrimidin-2-one